1-(4-(6-(1-acryloylpyrrolidin-3-yl)-4-amino-7-methyl-7H-pyrrolo[2,3-d]pyrimidin-5-yl)benzyl)pyridin-2(1H)-one C(C=C)(=O)N1CC(CC1)C1=C(C2=C(N=CN=C2N)N1C)C1=CC=C(CN2C(C=CC=C2)=O)C=C1